N-methyl-N'-[3-(6-methyl-7-oxo-6,7-dihydro-1H-pyrrolo[2,3-c]pyridin-4-yl)-4-(2,4,6-trifluorophenoxy)phenyl]sulfuric diamide CNS(NC1=CC(=C(C=C1)OC1=C(C=C(C=C1F)F)F)C=1C2=C(C(N(C1)C)=O)NC=C2)(=O)=O